tert-butyl (R)-(tert-butoxycarbonyl)(7-(6-(1-(2,2-difluoro-1-(4-fluorophenyl)propyl)-1H-pyrazol-4-yl)-3-fluoropyridin-2-yl)-[1,2,4]triazolo[1,5-a]pyridin-2-yl)carbamate C(C)(C)(C)OC(=O)N(C(OC(C)(C)C)=O)C1=NN2C(C=C(C=C2)C2=NC(=CC=C2F)C=2C=NN(C2)[C@@H](C(C)(F)F)C2=CC=C(C=C2)F)=N1